NC1=C2NC(N(C2=NC(=N1)SCC)CC1=CC=C(C=C1)Br)=O 6-amino-9-[(4-bromophenyl)methyl]-2-ethylsulfanyl-7H-purin-8-one